1,5-bis(3-methoxyphenyl)-1,4-pentadien-3-one COC=1C=C(C=CC1)C=CC(C=CC1=CC(=CC=C1)OC)=O